FC=1C=NC=CC1C1=CC=2C(NCC3(C2N1)CN(CC3)C(=O)NC)=O 2'-(3-fluoropyridin-4-yl)-N-methyl-4'-oxo-5',6'-dihydro-1'H-spiro[pyrrolidine-3,7'-pyrrolo[3,2-c]pyridine]-1-carboxamide